2-methoxyethyl (1S,2R,5R)-2-(hydroxycarbamoyl)-3-((6-(4-methoxy-phenoxy)pyridin-3-yl)sulfonyl)-3,8-diazabicyclo-[3.2.1]octane-8-carboxylate ONC(=O)[C@H]1[C@@H]2CC[C@H](CN1S(=O)(=O)C=1C=NC(=CC1)OC1=CC=C(C=C1)OC)N2C(=O)OCCOC